O=CC(=O)NCCCC1=CC=C(C=C1)C1=CC=C(C=C1)CCCCNC(OCC1=CC=CC=C1)=O benzyl (4-(4'-(3-(2-oxoacetamido)propyl)-[1,1'-biphenyl]-4-yl)butyl)carbamate